C(=O)O.OB1OCC2C1=C(C=CC2)C=2C=C1C(=NN=C(C1=CC2)N)C 6-(1-hydroxy-3,4-dihydro-2,1-benzoxaborole-7-yl)-4-methylphthalazine-1-amine formate